ClC=1C=CC(=C(C(=O)NCCCCCCCC(=O)[O-])C1)O.C(=O)(O)C[NH+](C)C 1-carboxy-N,N,N-trimethyl-ammonium 8-(5-chloro-2-hydroxybenzoamido)octanoate